BrC=1C=CC2=C(C1)C=1N=C(N=C(C1O2)C2=CC=CC=C2)C2=CC=CC=C2 8-bromo-2,4-diphenylbenzofuro[3,2-d]pyrimidine